CCCCCCCCCCCCCCCCCC(=O)OC[C@H]([C@@H]1[C@@H]([C@H](CO1)O)O)O anhydrosorbitol stearate